(S)-2-((fluorenylmethoxycarbonyl)amino)-3-(4-(4-(3-methoxypropyl)-2-oxopiperazin-1-yl)phenyl)propanoic acid tert-butyl ester C(C)(C)(C)OC([C@H](CC1=CC=C(C=C1)N1C(CN(CC1)CCCOC)=O)NC(=O)OCC1=CC=CC=2C3=CC=CC=C3CC12)=O